SCC(=O)OCCOCCOC(CS)=O diethylene glycol bis(2-Mercaptoacetate)